C1(CC1)C(=O)C1=CC(=C(C=C1)COC1=CC=CC(=N1)C=1CCNCC1)F Cyclopropyl(3-fluoro-4-(((1',2',3',6'-tetrahydro-[2,4'-bipyridin]-6-yl)oxy)methyl)benzeneyl)methanone